C1(=CC=CC=C1)C(C#C)O\N=C\C1=CC=C(C=C1)C(C)(C)C (E)-4-tert-butylbenzaldehyde O-(phenylpropargyl) oxime